methyl 2-bromo-7-oxo-4,5,6,7-tetrahydrobenzo[b]thiophene-3-carboxylate BrC1=C(C2=C(S1)C(CCC2)=O)C(=O)OC